Sodium 3-((((2-decyl-2-methyl-1,3-dioxolan-4-yl)methoxy)carbonyl)amino)propane-1-sulfonate C(CCCCCCCCC)C1(OCC(O1)COC(=O)NCCCS(=O)(=O)[O-])C.[Na+]